C12(OCC(C1)C2)CCNC2=CC=CC(=N2)C2=NC1=CC(=NC=C1C=C2)CNC(C2=CN=CC(=C2)S(=O)(=O)C)=O N-((2-(6-((2-(2-oxabicyclo[2.1.1]hexan-1-yl)ethyl)amino)pyridin-2-yl)-1,6-naphthyridin-7-yl)methyl)-5-(methylsulfonyl)nicotinamide